3-(tert-butyl) 4-ethyl 1-(bicyclo[1.1.1]pentan-1-yl)-6-oxo-1,6-dihydropyridine-3,4-dicarboxylate C12(CC(C1)C2)N2C=C(C(=CC2=O)C(=O)OCC)C(=O)OC(C)(C)C